N-(5-hydroxy-pyridin-2-yl)-acetamide OC=1C=CC(=NC1)NC(C)=O